N-[(1R)-3-imidazo[1,2-a]pyridin-3-ylcyclohex-3-en-1-yl]-4-(oxetan-3-yloxy)-5-(trifluoromethyl)pyrimidin-2-amine N=1C=C(N2C1C=CC=C2)C=2C[C@@H](CCC2)NC2=NC=C(C(=N2)OC2COC2)C(F)(F)F